C(C)(C)(C)C1=CC=C(C=C1)C#CC1SCCCS1 2-((4-(tert-butyl)phenyl)ethynyl)-1,3-dithiane